N-(tert-butyl)-3-((2-((4-(4-((3-((2,6-dioxopiperidin-3-yl)amino)benzyl)(methyl)amino)piperidin-1-yl)phenyl)amino)-5-methylpyrimidin-4-yl)amino)benzenesulfonamide C(C)(C)(C)NS(=O)(=O)C1=CC(=CC=C1)NC1=NC(=NC=C1C)NC1=CC=C(C=C1)N1CCC(CC1)N(C)CC1=CC(=CC=C1)NC1C(NC(CC1)=O)=O